(4aR,8aS)-6-(4-((4-(tert-Butyl)-1H-pyrazol-1-yl)methyl)piperidine-1-carbonyl)hexahydro-2H-pyrido[4,3-b][1,4]oxazin-3(4H)-one C(C)(C)(C)C=1C=NN(C1)CC1CCN(CC1)C(=O)N1C[C@@H]2[C@@H](OCC(N2)=O)CC1